tris(trimethylsilyloxy)vinylsilane C[Si](OC(=C(O[Si](C)(C)C)O[Si](C)(C)C)[SiH3])(C)C